CN1C(C2=CC=C(C=C2C1)CC1=C2C(=NC(=C1)C(=O)O)CCO2)=O 7-((2-methyl-1-oxo-2,3-dihydro-1H-isoindol-5-yl)methyl)-2,3-dihydrofuro[3,2-b]pyridine-5-carboxylic acid